2-methyl-indole CC=1NC2=CC=CC=C2C1